(R)-N-(6-(1H-indazol-4-yl)pyrimidin-4-yl)-4-cyanomorpholine-2-carboxamide N1N=CC2=C(C=CC=C12)C1=CC(=NC=N1)NC(=O)[C@H]1CN(CCO1)C#N